C[C@@]12[C@@](C[C@@H](CC1)C2(C)C)(O)C (1R,2R,4R)-1,2,7,7-tetramethylbicyclo[2.2.1]heptan-2-ol